(tertbutylperoxy)diisopropyl-benzene C(C)(C)(C)OOC=1C(=C(C=CC1)C(C)C)C(C)C